C(C)(C)(C)OC(=O)N1CC(C(C1)CC)C1=C2C=C(NC2=C(C(=C1)C1=CCCN(C1)C(CCN1N=NC=C1)=O)F)C(=O)O 4-(1-Tert-butoxycarbonyl-4-ethyl-pyrrolidin-3-yl)-7-fluoro-6-[1-[3-(triazol-1-yl)propanoyl]-3,6-dihydro-2H-pyridin-5-yl]-1H-indole-2-carboxylic acid